COC(CCC1=CC(=NC=C1)N1CCN(CC1)C(=O)OC(C)(C)C)=O tert-Butyl 4-(4-(3-methoxy-3-oxopropyl)pyridin-2-yl)piperazine-1-carboxylate